CC1(O[C@@H]([C@H](O1)C#CC#C[C@H](CC)O)\C=C\CCCCCC)C (S)-7-((4R,5R)-2,2-dimethyl-5-((E)-oct-1-en-1-yl)-1,3-dioxolan-4-yl)hepta-4,6-diyn-3-ol